C(C)(C)(C)OC(=O)N[C@H](C(=O)OC)CCC(N1CC(OCC1)C1=CC=CC=C1)=O methyl (2S)-2-((tert-butoxycarbonyl)amino)-5-oxo-5-(2-phenylmorpholino)pentanoate